benzyl-methyl-ethyl-octadecyl-ammonium chloride [Cl-].C(C1=CC=CC=C1)[N+](CCCCCCCCCCCCCCCCCC)(CC)C